BrC=1C=NN(C1C(C)O)C (4-bromo-1-methyl-1H-pyrazol-5-yl)ethanol